ClC1=C(N=C(C(=N1)C(=O)N)NC1=CC=C(C=C1)C1OCCO1)NC 6-chloro-3-[4-(1,3-dioxolan-2-yl)anilino]-5-(methylamino)pyrazine-2-carboxamide